benzyl (2,3-dibromopropyl)carbamate BrC(CNC(OCC1=CC=CC=C1)=O)CBr